2-(2-((2,4-dichloro-5-cyclopropoxyphenyl)amino)-2-oxoethoxy)acetic acid ClC1=C(C=C(C(=C1)Cl)OC1CC1)NC(COCC(=O)O)=O